C(N)(=O)C1=[N+](C=CC(=C1)NC(=O)[C@@H]1O[C@@]([C@H]([C@@H]1C1=C(C(=C(C=C1)F)F)OC(F)F)C)(C(F)(F)F)C)[O-] 2-carbamoyl-4-((2R,3R,4S,5S)-3-(2-(difluoromethoxy)-3,4-difluorophenyl)-4,5-dimethyl-5-(trifluoromethyl)tetrahydrofuran-2-carboxamido)pyridine 1-oxide